N1-(5',5''-di-tert-butyl-[1,1':3',1'':3'',1'''-quaterphenyl]-2'-yl)benzene-1,2-diamine C(C)(C)(C)C=1C=C(C(=C(C1)C1=CC=CC=C1)NC=1C(=CC=CC1)N)C1=CC(=CC(=C1)C(C)(C)C)C1=CC=CC=C1